C(C)C(C1=C(C=CC(=C1)CO)OC)P([O-])(=O)C (ethyl 5-(hydroxymethyl)-2-methoxybenzyl)(methyl)phosphinate